CN(CCN(C)C)C.[Ni] nickel tetramethylethylenediamine